zirconium hypophosphite [PH2](=O)[O-].[Zr+4].[PH2](=O)[O-].[PH2](=O)[O-].[PH2](=O)[O-]